R-N4-(1-methylpyrrolidin-3-yl)-N3-(quinoxalin-6-ylmethyl)pyridine-3,4-diamine CN1C[C@@H](CC1)NC1=C(C=NC=C1)NCC=1C=C2N=CC=NC2=CC1